O=C1C2CC3(CC(CC1C3)C2)CC(=O)O.FC(C2(CC(=NO2)C2=CC=C(C(=O)N)C=C2)C2=NC(=CN=C2)C(F)(F)F)(F)F 4-(5-(trifluoromethyl)-5-(6-(trifluoromethyl)pyrazin-2-yl)-4,5-dihydroisoxazol-3-yl)benzamide 4-oxoadamantan-1-yl-acetate